Tert-butyl pyridine-6(5H)-carboxylate N=1C=CCCC1C(=O)OC(C)(C)C